(6-methyl-2-(pyrimidin-2-yl)pyridin-3-yl)((1S,4R,6R)-6-((5-methylpyridin-2-yl)oxy)-2-azabicyclo[2.2.2]oct-2-yl)methanone CC1=CC=C(C(=N1)C1=NC=CC=N1)C(=O)N1[C@@H]2[C@@H](C[C@H](C1)CC2)OC2=NC=C(C=C2)C